2-[(3R)-3-methyl-4-[5-(4-piperidyl)pyrimidin-2-yl]-4,8,10,11-tetrazatricyclo[7.4.0.02,7]trideca-1(9),2(7),10,12-tetraen-12-yl]phenol C[C@@H]1C=2C=3C=C(N=NC3NC2CCN1C1=NC=C(C=N1)C1CCNCC1)C1=C(C=CC=C1)O